COC=1C(=C(C(=NC1)C)N)C1=CC=NC=C1 methoxy-2-methyl-[4,4'-bipyridine]-3-amine